OP(O)(=O)OP(=O)(O)O.P(O)(O)(=O)Br bromophosphoric acid pyrophosphate